FC(C1=CC=C(C=N1)C=1C=C2C(=CC=NC2=CC1)C(=O)O)F 6-(6-(difluoromethyl)pyridin-3-yl)quinoline-4-carboxylic acid